N,N'-di(2',6'-diisopropylphenyl)-1,3-propylenediamine C(C)(C)C1=C(C(=CC=C1)C(C)C)NCCCNC1=C(C=CC=C1C(C)C)C(C)C